OC1=C(C(=O)O)C(=CC(=C1)OC)\C=C\CCCCCC (E)-2-hydroxy-4-methoxy-6-(1-octen-1-yl)benzoic acid